C(C)(C)(C)OC(=O)N[C@H](C(=O)O)C1C(CCCC1)(C)C (2S)-2-(tert-butoxycarbonyl-amino)-2-(2,2-dimethylcyclohexyl)acetic acid